4-(((2S,5S)-3-(3-Methyl-4-nitrophenyl)-2-(trifluoromethyl)oxazolidin-5-yl)methoxy)benzonitril CC=1C=C(C=CC1[N+](=O)[O-])N1[C@@H](O[C@@H](C1)COC1=CC=C(C#N)C=C1)C(F)(F)F